(2-methoxyethyl)-3-(phenylsulfonamido)benzamide COCCC1=C(C(=O)N)C=CC=C1NS(=O)(=O)C1=CC=CC=C1